Tert-butyl ((1r,4r)-4-(difluoro(6-methyl-2-(methylsulfonyl)pyrimidin-4-yl)methyl)cyclohexyl)carbamate FC(C1CCC(CC1)NC(OC(C)(C)C)=O)(C1=NC(=NC(=C1)C)S(=O)(=O)C)F